4,4-difluoro-6-[(triisopropylsilyl)oxy]-1-hexanol FC(CCCO)(CCO[Si](C(C)C)(C(C)C)C(C)C)F